NC1=C(SC=2N=C(N=C(C21)C)C)C(=O)NC2CC=1C=CC(=NC1CC2)N2CC(C(C2)COC)NCC 5-amino-N-{2-[3-(ethylamino)-4-(methoxymethyl)pyrrolidin-1-yl]-5,6,7,8-tetrahydroquinolin-6-yl}-2,4-dimethylthieno[2,3-d]pyrimidine-6-carboxamide